C(C=C)(=O)NC1=CC=C(C=C1)C1=NN2N=CN=C(C2=C1C1=CC(=C(C(=O)NC2CCCCC2)C=C1)OC)N 4-(6-(4-acrylamidophenyl)-4-aminopyrazolo[5,1-f][1,2,4]triazin-5-yl)-N-cyclohexyl-2-methoxybenzamide